ethyl (1s,4s)-4-[5-(hydroxymethyl)-2-[[3-(trifluoromethyl)benzoyl]amino]benzimidazol-1-yl]cyclohexanecarboxylate OCC1=CC2=C(N(C(=N2)NC(C2=CC(=CC=C2)C(F)(F)F)=O)C2CCC(CC2)C(=O)OCC)C=C1